C(CCC)OC1=CC=C(C=C1)S(=O)(=O)C=1C=NC2=CC=C(C=C2C1N1CCC(CC1)N1CCN(CC1)C)C(=O)OCC ethyl 3-((4-butoxyphenyl)sulfonyl)-4-(4-(4-methylpiperazin-1-yl)piperidin-1-yl)quinoline-6-carboxylate